N'-[3-(hydroxymethyl)-2,5-dioxoimidazolidine-4-yl]urea OCN1C(NC(C1NC(N)=O)=O)=O